ClC=1C=C2C(=NC1)[C@]1([C@@](O2)([C@@H]([C@H]([C@H]1O)C(=O)OC)C1=CC=CC=C1)C1=CC=C(C=C1)C(F)F)O |r| rac-methyl (5aR,6S,7R,8R,8aS)-3-chloro-5a-(4-(difluoromethyl)phenyl)-8,8a-dihydroxy-6-phenyl-5a,7,8,8a-tetrahydro-6H-cyclopenta[4,5]furo[3,2-b]pyridine-7-carboxylate